2-methoxy-4-(trideuteromethylamino)benzamide COC1=C(C(=O)N)C=CC(=C1)NC([2H])([2H])[2H]